1-[(5-aminopyrimidin-2-yl)amino]-2-methylpropan-2-ol NC=1C=NC(=NC1)NCC(C)(O)C